CN1CCN(CC1)CCNC1=NC(=NC2=CC=CC=C12)NCCC1=CC(=C(C(=C1)OC)OC)OC N4-(2-(4-methylpiperazin-1-yl)ethyl)-N2-(3,4,5-trimethoxyphenethyl)quinazoline-2,4-diamine